C1=C2CC3=C(NC=4C=CC=CC34)C2=CC=C1 5,10-dihydroindeno[1,2-b]indole